α-cyanoacrylamide C(#N)C(C(=O)N)=C